C(C)OC(=O)N1NC=CC=C1 Pyridazine-2-carboxylic acid ethyl ester